C(#N)CCOP(O)(N(C(C)C)C(C)C)O[C@H]1[C@H]([C@@H](O[C@@H]1CO)N1C(=O)NC(=O)C=C1)O uridine 3'-(2-cyanoethyloxy)-N,N-diisopropyl-phosphoramidite